(R)-4-(1-(5-(2-chloro-4-(trifluoromethyl)phenyl)-1H-indazol-1-yl)-3-methylbutyl)benzeneFormic acid methyl ester COC(=O)C1=CC=C(C=C1)[C@@H](CC(C)C)N1N=CC2=CC(=CC=C12)C1=C(C=C(C=C1)C(F)(F)F)Cl